C(CO)C(=O)O beta-lactate